O1C(CCCC1)OC(C(=O)N)CCCCCC ((tetrahydro-2H-pyran-2-yl)oxy)octanamide